(6-hydroxy-2-(4-hydroxyphenyl)benzo[b]thiophen-3-yl)(4-((1-(2-hydroxyethyl)piperidin-4-yl)oxy)phenyl)methanone OC=1C=CC2=C(SC(=C2C(=O)C2=CC=C(C=C2)OC2CCN(CC2)CCO)C2=CC=C(C=C2)O)C1